4-(tert-butyl)-1,2,3-thiadiazole C(C)(C)(C)C=1N=NSC1